C(O)C(CO)(CC)CO 2,2-Dimethylolbutanol